N1CC(C1)[C@@H]1CN(CCC1)CCS(=O)(=O)N (R)-2-(3-(azetidine-3-yl)piperidin-1-yl)ethane-1-sulfonamide